1-({[(1R)-1-(4-Chlorophenyl)-2-[(5-chloropyrimidin-2-yl)methyl]-5-(1-cyclobutyl-1-hydroxyethyl)-7-fluoro-3-oxo-2,3-dihydro-1H-isoindol-1-yl]oxy}methyl)cyclopropan-1-carboxamid ClC1=CC=C(C=C1)[C@@]1(N(C(C2=CC(=CC(=C12)F)C(C)(O)C1CCC1)=O)CC1=NC=C(C=N1)Cl)OCC1(CC1)C(=O)N